C(C)(=O)N[C@H](C(=O)N[C@H](C(=O)OCC)CC1=CC=C(C=C1)F)CCC1=NC2=C(N1C)C=CC(=C2)N(CCCl)CCCl ethyl (2S)-2-[[(2S)-2-acetamido-4-[5-[bis(2-chloroethyl)amino]-1-methyl-benzimidazol-2-yl]butanoyl]amino]-3-(4-fluorophenyl)propanoate